3-((4-(5-acetamido-3-(4-chlorophenyl)-1H-pyrazol-1-yl)benzyl)amino)propanoic acid C(C)(=O)NC1=CC(=NN1C1=CC=C(CNCCC(=O)O)C=C1)C1=CC=C(C=C1)Cl